BrC1=CC(=NC=C1C(=O)OC)Br Methyl 4,6-dibromonicotinate